di(ethyl)phosphine C(C)PCC